NC1=NC=C(C2=C1C(=NN2C2CC2)C2=CC(=C(C=C2)NS(=O)(=O)C2=C(C=CC=C2)Cl)F)C2=CC[C@@H](CC2)NC2COC2 N-(4-(4-amino-1-cyclopropyl-7-(4(R)-(oxetan-3-ylamino)cyclohex-1-en-1-yl)-1H-pyrazolo[4,3-c]pyridin-3-yl)-2-fluorophenyl)-2-chlorobenzenesulfonamide